ClC1=C(C=CC(=C1)Cl)CC#N 2-(2,4-dichlorophenyl)acetonitrile